L-tryptophan-d3 [2H][C@](CC1=CNC2=CC=CC=C21)(C(=O)O)N([2H])[2H]